CC(=C)C(=C)C 2,3-dimethylbutane-1,3-diene